NC(CN(CCO)CC)C 2-[(2-aminopropyl)(ethyl)amino]ethanol